C(#N)COC1=C(C(=C(C=C1)C1=CN=C(N1C)C(=O)NC1=CC(=C(C(=O)NCCNC(=O)C2(CCNCC2)O)C=C1)C)F)F N-[2-[[4-[[5-[4-(Cyanomethoxy)-2,3-difluorophenyl]-1-methylimidazol-2-carbonyl]amino]-2-methylbenzoyl]amino]ethyl]-4-hydroxypiperidin-4-carboxamid